(1S,3R,5R)-N-(3-(1,2,4-triazin-3-yl)-4-(trifluoromethyl)phenyl)-1-(1-methoxyethyl)-3-methyl-6-azabicyclo[3.1.1]heptane-6-carboxamide N1=NC(=NC=C1)C=1C=C(C=CC1C(F)(F)F)NC(=O)N1[C@@H]2C[C@H](C[C@]1(C2)C(C)OC)C